(R)-1,2-bis(trichlorosilyl)-1,2-diphenylethane Cl[Si]([C@@H](C(C1=CC=CC=C1)[Si](Cl)(Cl)Cl)C1=CC=CC=C1)(Cl)Cl